3,4-difluoro-N-(2-(indolin-1-yl)-2-methylpropyl)benzenesulfonamide FC=1C=C(C=CC1F)S(=O)(=O)NCC(C)(C)N1CCC2=CC=CC=C12